CN1N=C2C(=C1)CN(C2)S(=O)(=O)N[C@@H]2C[C@@H](C2)N(C=2C1=C(N=CN2)NC=C1)C 2-methyl-N-{cis-3-[methyl(7H-pyrrolo[2,3-d]pyrimidin-4-yl)amino]cyclobutyl}-2,6-dihydropyrrolo[3,4-c]pyrazole-5(4H)-sulfonamide